4-(Trifluoromethyl)-5-(1-((3-(3-(trifluoromethyl)-5,6,7,8-tetrahydro-[1,2,4]triazolo[4,3-a]pyrazine-7-carbonyl)phenoxy)methyl)isoindolin-2-yl)pyridazin-3(2H)-one FC(C=1C(NN=CC1N1C(C2=CC=CC=C2C1)COC1=CC(=CC=C1)C(=O)N1CC=2N(CC1)C(=NN2)C(F)(F)F)=O)(F)F